(S)-4-(2-(2-cyano-4,4-difluoropyrrolidin-1-yl)-2-oxoethylcarbamoyl)quinolin-6-ylboronic acid C(#N)[C@H]1N(CC(C1)(F)F)C(CNC(=O)C1=CC=NC2=CC=C(C=C12)B(O)O)=O